3,5-dimethoxy-4-hydroxycinnamaldehyde COC=1C=C(C=CC=O)C=C(C1O)OC